FC(C1(N=CSC1)O)(F)F (E)-4-(trifluoromethyl)-5H-thiazol-4-ol